methyl (S)-8-((7-((1-((tert-butyldiphenylsilyl)oxy)hexan-3-yl)amino)-5-((methoxycarbonyl)amino)-1H-pyrazolo[4,3-d]pyrimidin-1-yl)methyl)quinoline-5-carboxylate [Si](C1=CC=CC=C1)(C1=CC=CC=C1)(C(C)(C)C)OCC[C@H](CCC)NC=1C2=C(N=C(N1)NC(=O)OC)C=NN2CC2=CC=C(C=1C=CC=NC21)C(=O)OC